1-nitro-3-trifluoropropenylbenzene [N+](=O)([O-])C1=CC(=CC=C1)C=CC(F)(F)F